N-{3-[6-Amino-8-(6-iodo-indan-5-ylsulfanyl)-purin-9-yl]-propyl}-2,2-dimethyl-propionamide NC1=C2N=C(N(C2=NC=N1)CCCNC(C(C)(C)C)=O)SC=1C=C2CCCC2=CC1I